ClC=1C=C(CNC(C(C)(C2=CC=C(C=C2)NS(=O)(=O)C)C)=O)C=C(C1C1C(NC(CC1)=O)=O)Cl N-(3,5-dichloro-4-(2,6-dioxopiperidin-3-yl)benzyl)-2-methyl-2-(4-(methylsulfonamido)phenyl)propanamide